FC(COC1=NOC(=C1)C(=O)NC=1C(=NC=CC1C1=C(C=CC(=C1)F)F)C1OCC(CC1)(F)F)F 3-(2,2-difluoroethoxy)-N-(4-(2,5-difluorophenyl)-2-(5,5-difluorotetrahydro-2H-pyran-2-yl)pyridin-3-yl)isoxazole-5-carboxamide